cyclohex-1-ene-1,2-dicarboxylic acid C1(=C(CCCC1)C(=O)O)C(=O)O